4-oxo-3-(3-(trifluoromethyl)phenyl)-3,4-dihydroquinazoline O=C1N(C=NC2=CC=CC=C12)C1=CC(=CC=C1)C(F)(F)F